FC(C(=O)O)(F)F.CC1=C(C=CC(=C1)C1=NC=NC=2NC3=CC(=CC=C3C21)N2CCNCC2)[C@@H](C)NC(=O)C2=NC(=NO2)C2(CC2)C (R)-N-(1-(2-methyl-4-(7-(piperazin-1-yl)-9H-pyrimido[4,5-b]indol-4-yl)phenyl)ethyl)-3-(1-methylcyclopropyl)-1,2,4-oxadiazole-5-carboxamide trifluoroacetate